C(#N)C=1C=NN2C1C(=CC(=C2)OCC(C)(C)O)C=2C=CC(=NC2)N2CC1C(C(C2)C1)C(=O)NC=1C=NC(=CC1)OC 3-(5-(3-cyano-6-(2-hydroxy-2-methylpropoxy)pyrazolo[1,5-a]pyridin-4-yl)pyridin-2-yl)-N-(6-methoxypyridin-3-yl)-3-azabicyclo[3.1.1]heptane-6-carboxamide